(1R,2R,3S,4R,5S)-4-(6-(((R)-Cyclobutyl(cyclopropyl)methyl)amino)2-iodo-9H-purin-9-yl)-1-(hydroxymethyl)bicyclo[3.1.0]hexane-2,3-diol C1(CCC1)[C@@H](C1CC1)NC1=C2N=CN(C2=NC(=N1)I)[C@H]1[C@@H]([C@@H]([C@@]2(C[C@H]12)CO)O)O